[Si](C)(C)(C(C)(C)C)OCC1=CC=C(CC2CCN(CC2)C=2C=CC(=NC2)N)C=C1 5-(4-(4-(((tert-butyldimethylsilyl)oxy)methyl)benzyl)piperidin-1-yl)pyridin-2-amine